4-ETHYL-6-(ETHYL(METHYL)AMINO)PYRIDIN-3-YLBORONIC ACID C(C)C1=C(C=NC(=C1)N(C)CC)B(O)O